IC=1C=C2C(=NC=NC2=C2C1OCC2)O 6-Iodo-8,9-dihydrofuro[2,3-h]quinazolin-4-ol